C1(CC1)C=1N=NN(C1)[C@@H](C(=O)N1[C@H](C[C@@H](C1)O)C(=O)NCC1(N(S(CC1)(=O)=O)C)C)C(C)(C)C (2R,4S)-1-[(2R)-2-(4-cyclopropyl-triazol-1-yl)-3,3-dimethyl-butyryl]-N-[(2,3-dimethyl-1,1-dioxo-1,2-thiazolidine-3-yl)methyl]-4-hydroxy-pyrrolidine-2-carboxamide